NC=1C(=C(C(=C(C1I)C(=O)O)I)C(=O)O)I amino-2,4,6-triiodo-1,3-benzenedicarboxylic acid